(P)-6-chloro-1-(4-(dimethylamino)-2-methyl-6-(2-propanyl)phenyl)-7-(2-fluorophenyl)-4-((2S)-2-methyl-4-(2-propenoyl)-1-piperazinyl)pyrido[2,3-d]pyrimidin-2(1H)-one ClC1=CC2=C(N(C(N=C2N2[C@H](CN(CC2)C(C=C)=O)C)=O)C2=C(C=C(C=C2C(C)C)N(C)C)C)N=C1C1=C(C=CC=C1)F